C(CC1=CC=CC=C1)SC=1OC(C2=C(N1)C=CC=C2)=O 2-(Phenethylthio)-4H-benzo[d][1,3]oxazin-4-one